S(=O)(=O)([O-])[O-].[Cs+].[Cs+] cesium mono-sulfate